BrC1=CC(=C(C=C1)C(C)=O)OCOC 1-(4-Bromo-2-(methoxymethoxy)phenyl)ethan-1-one